3-chloro-2-(oxetan-3-yloxy)-4-(tributylstannyl)pyridine ClC=1C(=NC=CC1[Sn](CCCC)(CCCC)CCCC)OC1COC1